(R)-1-(5-(4-(4-cyanophenyl)-4-fluoropiperidine-1-carbonyl)-2-cyclobutylphenyl)-3-(tetrahydrofuran-3-yl)urea C(#N)C1=CC=C(C=C1)C1(CCN(CC1)C(=O)C=1C=CC(=C(C1)NC(=O)N[C@H]1COCC1)C1CCC1)F